3-(1-cyclopropyl-1H-pyrazol-4-yl)-N-((4,5-difluoro-1H-benzo[d]imidazol-2-yl)methyl)-6-morpholinoimidazo[1,2-b]pyridazin-8-amine C1(CC1)N1N=CC(=C1)C1=CN=C2N1N=C(C=C2NCC2=NC1=C(N2)C=CC(=C1F)F)N1CCOCC1